2-(benzyloxy)-4-(prop-1-en-2-yl)pyridine C(C1=CC=CC=C1)OC1=NC=CC(=C1)C(=C)C